C(C)C1=CN(C=2N=CN=C(C21)C)[C@H]2[C@@H]([C@@H]([C@H](C2)CNCCCNCCC2=CC=CC=C2)O)O (1R,2S,3R,5R)-3-(5-ethyl-4-methyl-7H-pyrrolo[2,3-d]pyrimidin-7-yl)-5-(((3-(phenethylamino)propyl)amino)methyl)cyclopentane-1,2-diol